2-((1-((3-(Diethylamino)propyl)sulfonyl)piperidin-4-yl)amino)-4-(1-(2-hydroxy-2-methylpropyl)-1H-pyrazol-4-yl)pyrimidine-5-carbonitrile C(C)N(CCCS(=O)(=O)N1CCC(CC1)NC1=NC=C(C(=N1)C=1C=NN(C1)CC(C)(C)O)C#N)CC